C(#N)CCNC(C1=CC(=CC=C1)C1=CC=CC=2N1N=CC2C(=O)N2CCCCC2)=O N-(2-cyanoethyl)-3-(3-(piperidine-1-carbonyl)pyrazolo[1,5-a]Pyridin-7-yl)benzamide